dimethyl-(3-methyl-3-{[2-(pyridin-4-yl)pyrido[3,4-d]Pyrimidin-4-yl]Amino}butyl)amine CN(CCC(C)(NC=1C2=C(N=C(N1)C1=CC=NC=C1)C=NC=C2)C)C